(R)-N-(3-fluorobenzyl)-8-(1-methylpyrrolidin-2-yl)-7H-purine-6-carboxamide FC=1C=C(CNC(=O)C2=C3NC(=NC3=NC=N2)[C@@H]2N(CCC2)C)C=CC1